CC1=C(C=CC=C1)NCCNC1=C(C=CC=C1)C 1,2-di[(2-methyl-phenyl)amino]-ethane